tert-butyl (S,E)-(4-((1-((3-((3-carbamoyl-6-cyclopropyl-5-ethylpyrazin-2-yl)amino)phenethyl)amino)-1-oxopropan-2-yl)(methyl)amino)-4-oxobut-2-en-1-yl)(methyl)carbamate C(N)(=O)C=1C(=NC(=C(N1)CC)C1CC1)NC=1C=C(CCNC([C@H](C)N(C(/C=C/CN(C(OC(C)(C)C)=O)C)=O)C)=O)C=CC1